4-(biphenyl-4-yl)-2-chloroquinazoline C1(=CC=C(C=C1)C1=NC(=NC2=CC=CC=C12)Cl)C1=CC=CC=C1